2-octyldecyl ((S)-(perfluorophenoxy)(phenoxy)phosphoryl)-L-phenylalaninate FC1=C(O[P@@](=O)(OC2=CC=CC=C2)N[C@@H](CC2=CC=CC=C2)C(=O)OCC(CCCCCCCC)CCCCCCCC)C(=C(C(=C1F)F)F)F